BrC=1C=C2C(NC3(C2=CC1)CC3)=O 5'-bromospiro[cyclopropane-1,1'-isoindoline]-3'-one